CN1CC[C@@H]2[C@H]1CN(C2)C2=C(C=NC=1NC3=C(C=C(C=C3C12)Cl)NC)C=1C=C2C(C(=CN(C2=NC1)C)C(=O)O)=O 6-[4-[(3aS,6aS)-1-methyl-2,3,3a,4,6,6a-hexahydropyrrolo[2,3-c]pyrrol-5-yl]-6-chloro-8-(methylamino)-9H-pyrido[2,3-b]indol-3-yl]-1-methyl-4-oxo-1,8-naphthyridine-3-carboxylic acid